(4-chloro-1-((2-(trimethylsilyl)-ethoxy)methyl)-1H-pyrrolo[2,3-b]pyridin-3-yl)(cyclopentyl)methanone ClC1=C2C(=NC=C1)N(C=C2C(=O)C2CCCC2)COCC[Si](C)(C)C